2-((1s,2r)-1-(2-cyano-4-fluorophenyl)-1-(1,3-dimethyl-1H-pyrazol-4-yl)propan-2-yl)-5-hydroxy-N-(isoxazol-4-yl)-1-methyl-6-oxo-1,6-dihydropyrimidine-4-carboxamide C(#N)C1=C(C=CC(=C1)F)[C@H]([C@@H](C)C=1N(C(C(=C(N1)C(=O)NC=1C=NOC1)O)=O)C)C=1C(=NN(C1)C)C